FC=1C=C(C=CC1F)CN1C(CCC1=O)CC(=O)OCCSC1=CC=CC=C1 2-phenylsulfanylethyl 2-[1-[(3,4-difluorophenyl)methyl]-5-oxopyrrolidin-2-yl]acetat